N-(4-methyl-3-(2-(thiazol-2-ylamino)-8,9-dihydroimidazo[1',2':1,6]pyrido[2,3-d]pyrimidin-6-yl)phenyl)-4-(trifluoromethyl)pyridineamide CC1=C(C=C(C=C1)NC(=O)C1=NC=CC(=C1)C(F)(F)F)C1=CC2=C(N=C(N=C2)NC=2SC=CN2)N2C1=NCC2